2-(5-oxo-1-phenyl-4,5-dihydro-1H-pyrazol-3-yl)acetamide O=C1CC(=NN1C1=CC=CC=C1)CC(=O)N